OCCOC1=CC2=C(C=C1)C1=CC=C(C=C1C21C2=CC=CC=C2S(C=2C=CC=CC12)(=O)=O)OCCO 2,7-bis(2-hydroxyethoxy)spiro[fluorene-9,9'-thioxanthene] 10',10'-dioxide